6-Piperidin-1-yl-hex-2-enoic acid [4-(3-chloro-4-fluoro-phenylamino)-7-methylsulfanyl-quinazolin-6-yl]-amide ClC=1C=C(C=CC1F)NC1=NC=NC2=CC(=C(C=C12)NC(C=CCCCN1CCCCC1)=O)SC